methyl 5-amino-3-cyano-1-(3-fluoro-2-pyridyl)-4-(3-methoxy-2-methyl-phenyl)pyrrolo[2,3-b]pyridine-6-carboxylate NC=1C(=C2C(=NC1C(=O)OC)N(C=C2C#N)C2=NC=CC=C2F)C2=C(C(=CC=C2)OC)C